FC1=C2C=C(NC2=C(C=C1)C)C(=O)N[C@H]1C[C@@H](CCC1)N1[C@H]2[C@@H](CC1)N(C(C2)=O)C 4-fluoro-7-methyl-N-((1R,3R)-3-((3aR,6aR)-4-methyl-5-oxohexahydropyrrolo[3,2-b]pyrrol-1(2H)-yl)cyclohexyl)-1H-indole-2-carboxamide